tert-butyl (4-methyl-1,2,3,4-tetrahydrobenzo[4,5]imidazo[1,2-a]pyridin-6-yl)carbamate CC1C=2N(CCC1)C1=C(N2)C(=CC=C1)NC(OC(C)(C)C)=O